(2-hydroxyethyl)maleimide tert-butyl-(2-methyl-1-((1r,4r)-4-sulfamoyl-cyclohexyl)propan-2-yl)carbamate C(C)(C)(C)N(C(O)=O)C(CC1CCC(CC1)S(N)(=O)=O)(C)C.OCCC=1C(=O)NC(C1)=O